CC1=CC2=C(N(C=N2)CC2=C(C=CC=C2)B(O)O)C=C1C [2-[(5,6-dimethyl-1H-benzimidazol-1-yl)methyl]phenyl]-boronic acid